C(CCCCC)C(C(=O)OCCCCCCN(CCCCCCOC(=O)C(CCCCCCCC)CCCCCC)CCN(C)CCCC(N(CC)CC)=O)CCCCCCCC 6-((2-((3-(N,N-diethylcarbamoyl)propyl)-n-methylamino)ethyl)(6-(1-hexylnonylcarbonyloxy)hexyl)amino)hexyl 2-hexyldecanoate